6-[[4-(trifluoromethyl)pyridazin-1-yl]methyl]-2-azaspiro[3.3]heptane-2-carboxylic acid tert-butyl ester C(C)(C)(C)OC(=O)N1CC2(C1)CC(C2)CN2NC=C(C=C2)C(F)(F)F